COC(C1=CC(=CC(=C1)CN1CCN(CC1)C)Cl)=O 3-chloro-5-((4-methylpiperazin-1-yl)methyl)benzoic acid methyl ester